CC(C)(CNC(=O)CC1=NC2=CN=C3C(=C2N1C4CCC(CC4)CC#N)C=CN3)C#N N-(2-cyano-2-methylpropyl)-2-(1-((1r,4r)-4-(cyanomethyl)cyclohexyl)-1,6-dihydroimidazo[4,5-d]pyrrolo[2,3-b]pyridin-2-yl)acetamide